FC=1C(=C(C=CC1F)C(=O)N1CC(C1)(O)CNCC1CCNCC1)NC1=C(C=C(C=C1)I)F 1-({3,4-difluoro-2-[(2-fluoro-4-iodophenyl)amino]phenyl}carbonyl)-3-{[(piperidin-4-ylmethyl)amino]methyl}azetidin-3-ol